N=1N(N=CC1)C1=C(C=C(C=N1)NC(=O)N1C[C@](C2=C1C=NC=1N2N=C(C1)F)(C(F)(F)F)C)C(F)(F)F (R)-N-(6-(2H-1,2,3-triazol-2-yl)-5-(trifluoromethyl)pyridin-3-yl)-2-fluoro-8-methyl-8-(trifluoromethyl)-7,8-dihydro-6H-pyrazolo[1,5-a]pyrrolo[2,3-e]pyrimidine-6-carboxamide